N1=CC(=C2OCCCN21)C2=CN1C(S2)=C(C=N1)C(=O)NC=1C=C(C=NC1C)NC(OC(C)(C)C)=O tert-butyl (5-(2-(6,7-dihydro-5H-pyrazolo[5,1-b][1,3]oxazin-3-yl)pyrazolo[5,1-b]thiazole-7-carboxamido)-6-methylpyridin-3-yl)carbamate